tert-butyl 4-((4-(7-phenoxyheptyl)phenyl)carbamoyl)piperazine-1-carboxylate O(C1=CC=CC=C1)CCCCCCCC1=CC=C(C=C1)NC(=O)N1CCN(CC1)C(=O)OC(C)(C)C